rac-(2r,4S)-4-(fluoromethyl)-2-phenylpiperidine FC[C@@H]1C[C@@H](NCC1)C1=CC=CC=C1 |r|